2,4-DIAMINO-PHENOXYETHANOL HCl Cl.NC1=C(OC(C)O)C=CC(=C1)N